1-[[5-amino-8-(2,6-dimethyl-4-pyridinyl)-3-oxo-7-phenyl-[1,2,4]triazolo[4,3-c]pyrimidin-2-yl]methyl]cyclopentanecarboxylic acid methyl ester COC(=O)C1(CCCC1)CN1N=C2N(C(=NC(=C2C2=CC(=NC(=C2)C)C)C2=CC=CC=C2)N)C1=O